1-[[4-[2-[(2-ethyl-6-methyl-pyrimidin-4-yl)amino]pyrazolo[1,5-a]pyridin-5-yl]-6-methyl-3-pyridyl]oxy]-2-methyl-propan-2-ol C(C)C1=NC(=CC(=N1)NC1=NN2C(C=C(C=C2)C2=C(C=NC(=C2)C)OCC(C)(O)C)=C1)C